tert-butyl (S)-(2-hydroxybutyl)((5-hydroxyisoquinolin-6-yl)methyl)carbamate O[C@H](CN(C(OC(C)(C)C)=O)CC=1C(=C2C=CN=CC2=CC1)O)CC